NC1=CC=C(C(=C1C(=O)N(C)C)F)C=1C(=C2C(=NC1)NCC21CCC(CC1)C(C)(C)O)Cl 6-Amino-3-(4'-chloro-4-(2-hydroxypropan-2-yl)-1',2'-dihydrospiro[cyclohexane-1,3'-pyrrolo[2,3-b]pyridin]-5'-yl)-2-fluoro-N,N-dimethylbenzamide